4-[[5-[(6-cyano-4-methyl-3-pyridyl)oxy]-3-methyl-imidazo[4,5-b]pyridin-7-yl]amino]-N-ethyl-benzenesulfonamide C(#N)C1=CC(=C(C=N1)OC1=CC(=C2C(=N1)N(C=N2)C)NC2=CC=C(C=C2)S(=O)(=O)NCC)C